methyl (3-chloro-2,6-difluoro-4-methylphenyl)carbamate ClC=1C(=C(C(=CC1C)F)NC(OC)=O)F